(3-cyclopropylquinolin-6-yl)methanamine hydrochloride Cl.C1(CC1)C=1C=NC2=CC=C(C=C2C1)CN